NC12CC3(CC(CC(C1)C3)(C2)O)O 5-amino-adamantane-1,3-diol